N-(methyl(oxo)(4-(5-(trifluoromethyl)-1,2,4-oxadiazol-3-yl)phenyl)-λ6-sulfaneylidene)picolinamide CS(=NC(C1=NC=CC=C1)=O)(C1=CC=C(C=C1)C1=NOC(=N1)C(F)(F)F)=O